C1(C=CC(N1C(COCCOCC(N1C(C=CC1=O)=O)O)O)=O)=O 1,8-bis-maleimidotriethylene glycol